ClC1=CC=C(C=C1)NC=1C=C(C=CC1[C@@H](CC)N1CCOCC1)[C@H](CC(=O)O)COC (S)-3-(3-((4-chlorophenyl)amino)-4-((R)-1-morpholinopropyl)phenyl)-4-methoxybutanoic acid